4-(2-hydroxy-2-methyl-propylamino)-2-methylsulfanyl-pyrimidine-5-carboxylic acid ethyl ester C(C)OC(=O)C=1C(=NC(=NC1)SC)NCC(C)(C)O